2-nitro-4-cyanochlorobenzene [N+](=O)([O-])C1=C(C=CC(=C1)C#N)Cl